C(C1CO1)CCC[SiH2]C(OC)OC 3-glycidyl-propyl-(dimethoxy)methyl-silane